2-(4-carbamoylpiperidin-1-yl)pyrimidine-5-carboxylic acid methyl ester COC(=O)C=1C=NC(=NC1)N1CCC(CC1)C(N)=O